C(C)C1=NN(C2=C1C(NCC1(CCOCC1)C2)=O)C[C@H](COC(C2=C(C=CC(=C2)F)C(F)(F)F)=O)C 5-Fluoro-2-(trifluoromethyl)benzoic acid [(2R)-3-(3-ethyl-4-oxo-spiro[6,8-dihydro-5H-pyrazolo[4,3-c]azepin-7,4'-tetrahydropyran]-1-yl)-2-methyl-propyl] ester